4,4'-bis(2,4-diaminophenoxy)biphenyl NC1=C(OC2=CC=C(C=C2)C2=CC=C(C=C2)OC2=C(C=C(C=C2)N)N)C=CC(=C1)N